C[N+]1=C(C=CC(=C1)C=C)C 1,2-dimethyl-5-vinylpyridinium